(3-chlorophenyl)-4-(5'-(4,6-diphenyl-1,3,5-triazin-2-yl)-[1,1':3',1''-terphenyl]-4-yl)-6-phenyl-1,3,5-triazine ClC=1C=C(C=CC1)C1=NC(=NC(=N1)C1=CC=C(C=C1)C1=CC(=CC(=C1)C1=NC(=NC(=N1)C1=CC=CC=C1)C1=CC=CC=C1)C1=CC=CC=C1)C1=CC=CC=C1